C(CCCCC)C1CCCC2=C(N(C3=C(C=CC=C23)C(=O)O)CC2=CC(=CC=C2)C)C1 7-hexyl-5-[(3-methylphenyl)methyl]-5H,6H,7H,8H,10H-cyclohepta[b]indole-4-carboxylic acid